BrC1=C(C=CC=C1)NC(C(=O)N[C@H](C(N[C@@H](C[C@H]1C(NCC1)=O)C(COC1=C(C(=CC(=C1F)F)F)F)=O)=O)CC(C)C)=O N1-(2-bromophenyl)-N2-((S)-4-methyl-1-oxo-1-(((S)-3-oxo-1-((S)-2-oxopyrrolidin-3-yl)-4-(2,3,5,6-tetrafluorophenoxy)butan-2-yl)amino)pentan-2-yl)oxalamide